[Si](C1=CC=CC=C1)(C1=CC=CC=C1)(C(C)(C)C)OC([C@H](CC=C)NC(OC(C)(C)C)=O)([2H])[2H] tert-Butyl (S)-(1-((tert-butyldiphenylsilyl)oxy)pent-4-en-2-yl-1,1-d2)carbamate